2-(3-(2,6-dichloro-5-fluoronicotinyl)ureido)-3-methylbenzoate ClC1=C(CNC(NC2=C(C(=O)[O-])C=CC=C2C)=O)C=C(C(=N1)Cl)F